8'-Chloro-1'-[cis-4-methoxy-4-(trifluoromethyl)cyclohexyl]-4'H,6'H-spiro[1,3-dioxolan-2,5'-[1,2,4]triazolo[4,3-a][1]benzazepin] ClC=1C=CC2=C(CC3(CC=4N2C(=NN4)C4CCC(CC4)(C(F)(F)F)OC)OCCO3)C1